C(C)(C)C1=CC=C(C=O)C=C1 4-isopropyl-benzaldehyde